tert-butyl ((6R,9S,12S)-1-amino-9-(4-hydroxy-2,6-dimethylbenzyl)-1-imino-20,20-dimethyl-7,10,18-trioxo-12-(3-phenoxyphenyl)-19-oxa-2,8,11,17-tetraazahenicosan-6-yl)carbamate NC(NCCC[C@H](C(N[C@H](C(N[C@@H](CCCCNC(OC(C)(C)C)=O)C1=CC(=CC=C1)OC1=CC=CC=C1)=O)CC1=C(C=C(C=C1C)O)C)=O)NC(OC(C)(C)C)=O)=N